C1(CC1)CNC(=O)C1=CC=C(C(=N1)C(OCOC([C@@H](NC(OC(C)(C)C)=O)CC(C)C)=O)=O)C1=C(C(=O)O)C=C(C(=C1)OC)C=C (S)-2-(6-((cyclopropylmethyl)carbamoyl)-2-(6-isobutyl-10,10-dimethyl-5,8-dioxo-2,4,9-trioxa-7-azaundecan-1-oyl)pyridin-3-yl)-4-methoxy-5-vinylbenzoic acid